FC(CC1=NOC(=C1)C=O)F 3-(2,2-difluoroethyl)-1,2-oxazole-5-carbaldehyde